C1(CC1)S(=O)(=O)NC1=CC=CC(=N1)C(C(=O)NC1=C(C=C(C=C1)C1=NC=CN=C1)F)(C)C 2-(6-(cyclopropanesulfonamido)pyridin-2-yl)-N-(2-fluoro-4-(pyrazin-2-yl)phenyl)-2-methylpropanamide